FC(C1=CC=C(C=CC2CN(CC2)C(C#C)=O)C=C1)(F)F 1-(3-(4-(trifluoromethyl)styryl)pyrrolidin-1-yl)prop-2-yn-1-one